ClC=1C=C(C=C2C=C(N=CC12)NC(=O)[C@H]1[C@H](C1)F)C=1C(=CC(=NC1)C(=O)OC)CC |r| (±)-methyl 5-(8-chloro-3-(cis-2-fluorocyclopropanecarboxamido)isoquinolin-6-yl)-4-ethylpicolinate